[N+](=O)([O-])C1=CC(=C(C#N)C=C1)N1CCC2(CC2)CC1 4-nitro-2-(6-azaspiro[2.5]octane-6-yl)benzonitrile